C1(CC1)C1=C(C(=NO1)C1=C(C=CC=C1Cl)Cl)/C=C/C1CCN(CC1)C1=CC=C2C=C(C=NC2=C1)C(=O)O (E)-7-(4-(2-(5-cyclopropyl-3-(2,6-dichlorophenyl)isoxazol-4-yl)vinyl)piperidin-1-yl)quinoline-3-carboxylic acid